COC(=O)C=1C=CC=C2C(=CNC12)\C=C/[N+](=O)[O-] (Z)-3-(2-nitrovinyl)-1H-indole-7-carboxylic acid methyl ester